C1(CC1)C=1C(=NSC1C(=O)NC1=CC(=NC=C1)C(F)(F)F)C1=C(C=CC=C1)C 4-cyclopropyl-3-(2-methylphenyl)-N-[2-(trifluoromethyl)pyridin-4-yl]-1,2-thiazole-5-carboxamide